6-bromo-7-methylimidazo[1,2-a]pyrimidine-3-carboxylic acid BrC=1C(=NC=2N(C1)C(=CN2)C(=O)O)C